2-(trifluoromethyl)-acrylic acid FC(C(C(=O)O)=C)(F)F